Racemic-1-(3-(aminomethyl)phenyl)-N-(3-((cyclopropylmethoxy)(pyridin-3-yl)methyl)phenyl)-3-(trifluoromethyl)-1H-pyrazole-5-carboxamide NCC=1C=C(C=CC1)N1N=C(C=C1C(=O)NC1=CC(=CC=C1)[C@H](C=1C=NC=CC1)OCC1CC1)C(F)(F)F |r|